2,6-dimethyl-4-pyridinecarboxylic acid CC1=NC(=CC(=C1)C(=O)O)C